2-(1H-PYRROL-2-YL)OXAZOLE-5-CARBALDEHYDE N1C(=CC=C1)C=1OC(=CN1)C=O